C(C=C)(=O)N1CCC(CC1)NC=1C=C2C(=NC=NC2=CC1OC)NC1=C(C=C(OC2=CC(=NC=C2)N2C[C@@](CC2)(C#N)C)C=C1)F (R)-1-(4-(4-((6-((1-acryloylpiperidin-4-yl)amino)-7-methoxyquinazolin-4-yl)amino)-3-fluorophenoxy)pyridin-2-yl)-3-methylpyrrolidine-3-carbonitrile